C(#N)C=1C=C(C=CC1OC(C)C)C1=NC(=NO1)C1=CC=2C3=C(N(C2C=C1)CCCC(=O)O)CCC3 4-(7-(5-(3-Cyano-4-isopropoxyphenyl)-1,2,4-oxadiazol-3-yl)-2,3-dihydro-cyclopenta[b]indol-4(1H)-yl)butanoic acid